methyl-dimethoxysilane C[SiH](OC)OC